tert-Butyl (2S)-2-(2,5-difluorophenyl)-4-(N-ethyl-2,2,2-trifluoroacetamido)piperidine-1-carboxylate FC1=C(C=C(C=C1)F)[C@H]1N(CCC(C1)N(C(C(F)(F)F)=O)CC)C(=O)OC(C)(C)C